N-[(S)-1-(4-fluoro-3-methoxyphenyl)ethyl]-8-cyclopropyl-4-[3-(ethylamino)-3-(methoxymethyl)-1-pyrrolidinyl]-6-methyl-1,7-diaza-3-naphthamide FC1=C(C=C(C=C1)[C@H](C)NC(=O)C=1C=NC2=C(N=C(C=C2C1N1CC(CC1)(COC)NCC)C)C1CC1)OC